N-(2-chloro-4-((4-(4-(trifluoromethyl)piperidin-1-yl)phenyl)amino)benzyl)-5-oxopyrrolidine-3-carboxamide ClC1=C(CNC(=O)C2CNC(C2)=O)C=CC(=C1)NC1=CC=C(C=C1)N1CCC(CC1)C(F)(F)F